propyl-D-alaninamide C(CC)N[C@H](C)C(=O)N